C1(=CC=C(C=C1)C1=NC(=NC(=N1)C1=CC=C(C=C1)C1=CC=CC=C1)C1=C(C=C(OC(C(=O)OCCCCCC(C)C)C)C=C1)O)C1=CC=CC=C1 Isooctyl 2-[4-[4,6-bis[(1,1'-biphenyl)-4-yl]-1,3,5-triazin-2-yl]-3-hydroxyphenoxy]propanoate